C1N(CCC2=CC=CC=C12)[C@H]1[C@@H](CN(CC1)C(=O)C1=NC(=NC(=C1)N(CCCCOC)CC1=C(C=C(C=C1)OC)OC)C1=CC=CC=C1)O Trans-(4-(3,4-Dihydroisoquinolin-2(1H)-yl)-3-hydroxypiperidin-1-yl)(6-((2,4-dimethoxybenzyl)(4-methoxybutyl)amino)-2-phenylpyrimidin-4-yl)methanone